BrC1=CN(C2=NC(=CC=C21)Cl)S(=O)(=O)C2=CC=CC=C2 3-bromo-6-chloro-1-(phenylsulfonyl)-1H-pyrrolo[2,3-b]pyridine